C12(CC3CC(CC(C1)C3)C2)CC(=O)NC2=CC=C3C=NNC3=C2 2-(1-Adamantyl)-N-(1H-indazol-6-yl)acetamide